2-(7-(2-methyl-4-(6-(trifluoromethyl)quinazolin-2-yl)phenyl)-8-oxo-5,6,7,8-tetrahydro-1H-pyrazolo[3,4-f][1,4]oxazepin-1-yl)acetamide CC1=C(C=CC(=C1)C1=NC2=CC=C(C=C2C=N1)C(F)(F)F)N1CCOC2=C(C1=O)N(N=C2)CC(=O)N